2-((tert-butoxycarbonyl)amino)-4-fluorobenzoic acid C(C)(C)(C)OC(=O)NC1=C(C(=O)O)C=CC(=C1)F